C(C)[SiH2]OCCCOC ethyl-methoxypropoxysilane